terephthalic acid bis(trimellitate) C(C=1C(C(=O)O)=CC(C(=O)O)=CC1)(=O)O.C(C=1C(C(=O)O)=CC(C(=O)O)=CC1)(=O)O.C(C1=CC=C(C(=O)O)C=C1)(=O)O